CN(C(=O)C=1C=CC(=NC1)C=1C=C2C(=NNC2=C(C1)F)C(=O)NCC1=CC=C(C=C1)C(NC)=O)C 5-(5-(dimethylcarbamoyl)pyridin-2-yl)-7-fluoro-N-(4-(methylcarbamoyl)benzyl)-1H-indazole-3-carboxamide